CC=1C=C(C=CC1C)C1=CC=C(C(=N1)OC)N1CC2(C1)CS(C=C2)(=O)=O 2-(6-(3,4-dimethylphenyl)-2-methoxypyridin-3-yl)-6-thia-2-azaspiro[3.4]oct-7-ene 6,6-dioxide